ClC=1C=C2C=C(C(NC2=CC1)=O)C(C#N)(C)N=C(C1=CC=CC=C1)C1=CC=CC=C1 (6-chloro-2-oxo-1,2-dihydroquinolin-3-yl)-2-((diphenylmethylene)amino)propionitrile